FC=1C=C(C=CC1CS(=O)(=O)C)C1=C(NC2=C(C=CC=C12)C(C)C=1SC=CC1)C(=O)O 3-(3-fluoro-4-((methylsulfonyl)methyl)phenyl)-7-(1-(thiophen-2-yl)ethyl)-1H-indole-2-carboxylic acid